6,6-dimethylpiperidine-2,4-dione CC1(CC(CC(N1)=O)=O)C